tert-butyl (2-(6-(3,4-difluoro-2-hydroxyphenyl) imidazo[1,2-a]pyridin-3-yl) ethyl)carbamate FC=1C(=C(C=CC1F)C=1C=CC=2N(C1)C(=CN2)CCNC(OC(C)(C)C)=O)O